6-(1-hydroxypiperidin-4-yl)-N-methyl-3,4-dihydro-1H-isoquinoline-2-carboxamide ON1CCC(CC1)C=1C=C2CCN(CC2=CC1)C(=O)NC